BrCCCC1OCOC1CCCBr 4,5-bis(3-bromo-n-propyl)-1,3-dioxolane